C12CS(CC2O1)(=O)=O 6-oxa-3-thiabicyclo[3.1.0]Hexane 3,3-dioxide